NC1=NC=CC2=C1N(C(N2[C@H]2CN(CCC2)C(=O)C(C#N)=CC2(CCC2)C)=O)C2=CC=C(C=C2)OC2=CC=CC=C2 (R)-2-(3-(4-amino-2-oxo-3-(4-phenoxyphenyl)-2,3-dihydro-1H-imidazo[4,5-c]pyridin-1-yl)piperidine-1-carbonyl)-3-(1-methylcyclobutyl)acrylonitrile